3-(6-chloro-7-methyl-4-oxo-4H-chromen-3-yl)-2-(phenylsulfonyl)acrylonitrile ClC=1C=C2C(C(=COC2=CC1C)C=C(C#N)S(=O)(=O)C1=CC=CC=C1)=O